(5R)-2-(4-fluoroanilino)-5-methyl-6,7-dihydro-5H-pyrazolo[5,1-B][1,3]oxazine-3-carboxylic acid ethyl ester C(C)OC(=O)C=1C(=NN2C1O[C@@H](CC2)C)NC2=CC=C(C=C2)F